tert-butyl (S or R,E)-7-(4-(dimethylamino)but-2-enoyl)-2-(4-isopropylphenyl)-2,3,4,5a,6,7,8,9-octahydro-5H-1,2,5,7-tetraazabenzo[cd]azulene-5-carboxylate CN(C/C=C/C(=O)N1C[C@@H]2C3=C(N(N=C3CC1)C1=CC=C(C=C1)C(C)C)CCN2C(=O)OC(C)(C)C)C |o1:9|